(R)-4-(4-bromo-2-nitrophenyl)-1,2-dimethylpiperazine BrC1=CC(=C(C=C1)N1C[C@H](N(CC1)C)C)[N+](=O)[O-]